(R)-tert-butyl (1-(4-((1-(4-(((tert-butyldimethylsilyl)oxy)methyl)phenyl)-2-oxo-1,2-dihydropyrimidin-4-yl)carbamoyl)-2-methylpiperazin-1-yl)-2-methyl-1-oxopropan-2-yl)carbamate [Si](C)(C)(C(C)(C)C)OCC1=CC=C(C=C1)N1C(N=C(C=C1)NC(=O)N1C[C@H](N(CC1)C(C(C)(C)NC(OC(C)(C)C)=O)=O)C)=O